N1C(=CC=2C=NC=CC21)CNC(CN2C(=NC=C(C2=O)N[C@H](C)C2=CC=C(C=C2)C2=C(C=CC=C2)F)C2=C(C=CC=C2)F)=O (R)-N-((1H-pyrrolo[3,2-c]pyridine-2-yl)methyl)-2-(5-((1-(2'-fluoro-[1,1'-biphenyl]-4-yl)ethyl)amino)-2-(2-fluorophenyl)-6-oxopyrimidin-1(6H)-yl)acetamide